ClC=1C(=NC=CN1)[C@H](C)NC(C1=CC(=CC(=C1)C(F)(F)F)OC(F)F)=O N-[(1S)-1-(3-chloropyrazin-2-yl)ethyl]-3-(difluoromethoxy)-5-(trifluoromethyl)benzamide